ClC=1C(=C(C(=O)NS(=O)(=O)CC2=CC=CC=C2)C(=CC1)Cl)OC 3,6-dichloro-2-methoxy-N-toluenesulfonyl-benzamide